[Si](C)(C)(C(C)(C)C)O[C@@H]1CN(CCC1)C1=CC(=NC=C1)C1=CN=C2N1N=C(C=C2)Cl (S)-3-(4-(3-(t-Butyldimethylsilanyloxy)piperidin-1-yl)pyridin-2-yl)-6-chloroimidazo[1,2-b]pyridazine